ClC1=C(C=CC(=C1)F)[C@H]1C(=C(NC(=N1)C=1SC=C(N1)C)CN1CC2(CC2)C[C@H]1C(=O)O)C(=O)OC (S)-5-(((R)-6-(2-chloro-4-fluorophenyl)-5-(methoxycarbonyl)-2-(4-methylthiazol-2-yl)-3,6-dihydropyrimidin-4-yl)methyl)-5-azaspiro[2.4]heptane-6-carboxylic acid